C[NH+](C1CCNCC1)C N,N-dimethylpiperidin-4-aminium